6-chloro-3-(3-((ethylsulfonyl)methyl)pyrrolidin-1-yl)-1H-pyrazolo[4,3-c]pyridine ClC1=CC2=C(C=N1)C(=NN2)N2CC(CC2)CS(=O)(=O)CC